N[C@@H]1CNCCC1 (S)-3-aminopiperidin